IC1=C(N=CC2=CC(=CC=C12)C=1C=NN(C1)C)N 4-iodo-7-(1-methyl-1H-pyrazol-4-yl)isoquinolin-3-amine